(Z)-8-(4-fluoro-2,6-dimethylphenyl)-9-(4-((1-(3-fluoropropyl)pyrrolidin-3-ylidene)methyl)phenyl)-6,7-dihydro-5H-benzo[7]annulene-3-carboxylic acid FC1=CC(=C(C(=C1)C)\C=1\CCCC2=C(\C1\C1=CC=C(C=C1)C=C1CN(CC1)CCCF)C=CC(=C2)C(=O)O)C